C[C@@H](CN)C1=CC=CC=C1 (R)-(+)-beta-methylphenylethylamine